1-(2,6-dichloropyridin-4-yl)-3-methylcyclobutane-1-carboxylic acid ClC1=NC(=CC(=C1)C1(CC(C1)C)C(=O)O)Cl